4-hydroxy-1-isobutyl-N-(2-(4-methylpiperazin-1-yl)phenyl)-2-oxo-1,2-dihydroquinoline-3-carboxamide OC1=C(C(N(C2=CC=CC=C12)CC(C)C)=O)C(=O)NC1=C(C=CC=C1)N1CCN(CC1)C